C[C@@H](C[C@H](C)P(C1=CC=CC=C1)C2=CC=CC=C2)P(C3=CC=CC=C3)C4=CC=CC=C4 (2s,4S)-(-)-2,4-bis(diphenylphosphino)pentane